tert-Butyl 4-(2,5,8,11-tetraoxatridecan-13-yloxy)phenethylcarbamate COCCOCCOCCOCCOC1=CC=C(CCNC(OC(C)(C)C)=O)C=C1